C(N)(=O)C=1C=C(C=NC1)NC(C(=O)OCC(F)(F)F)=O 2,2,2-trifluoroethyl 2-[(5-carbamoyl-3-pyridyl)amino]-2-oxo-acetate